(1S,4s)-4-Hydroxy-4-((R)-5H-imidazo[5,1-a]isoindol-5-yl)cyclohexan-1-carboxamid OC1(CCC(CC1)C(=O)N)[C@@H]1N2C(C3=CC=CC=C13)=CN=C2